NC1=C(N=CS1)C(=O)N(CC1=C(C=CC=C1)C(F)(F)F)C 5-amino-N-methyl-N-(2-(trifluoromethyl)benzyl)thiazole-4-carboxamide